3-(5-(difluoromethyl)-1,3,4-thiadiazol-2-yl)-N-(4-methoxybenzyl)-N-(1-methylcyclopropyl)-8-(4-(2-methylpropanethioyl)piperazin-1-yl)imidazo[1,5-a]pyrazine-6-sulfonamide FC(C1=NN=C(S1)C1=NC=C2N1C=C(N=C2N2CCN(CC2)C(C(C)C)=S)S(=O)(=O)N(C2(CC2)C)CC2=CC=C(C=C2)OC)F